2-(dimethylamino)ethyl 3-({[6-(5-chloro-2-fluorophenyl)-4-({1H-pyrrolo[2,3-b]pyridin-4-yl}amino)pyridazin-3-yl]sulfanyl}methyl)benzoate ClC=1C=CC(=C(C1)C1=CC(=C(N=N1)SCC=1C=C(C(=O)OCCN(C)C)C=CC1)NC1=C2C(=NC=C1)NC=C2)F